6-((1S,4S)-2,5-diazabicyclo[2.2.2]octan-2-yl)-N-(3-chloro-4-(difluoromethoxy)phenyl)pyrido[3,2-d]pyrimidin-4-amine [C@@H]12N(C[C@@H](NC1)CC2)C=2C=CC=1N=CN=C(C1N2)NC2=CC(=C(C=C2)OC(F)F)Cl